FC1(C[C@@H](NCC1)C1=C(CN2C(NC(C3=C2C=CN3)=O)=S)C=CC=C1)F |o1:3| rel-(R)-1-(2-(4,4-Difluoropiperidin-2-yl)benzyl)-2-thioxo-1,2,3,5-tetrahydro-4H-pyrrolo[3,2-d]pyrimidin-4-one